NCCC(C(N)CCN)N bis(2-aminoethyl)ethane-1,2-diamine